4-(difluoromethyl)-5-(4-morpholino-6-(piperazin-1-yl)-1,3,5-triazin-2-yl)pyrimidineamine FC(C1=NC(=NC=C1C1=NC(=NC(=N1)N1CCOCC1)N1CCNCC1)N)F